ClC1=C(OC=2C(=NC=CC2)OCC(=O)OCC)C=C(C(=C1)F)N1C(N(C(=CC1=O)C(F)(F)F)C)=O ethyl [3-[2-chloro-4-fluoro-5-(1-methyl-6-trifluoromethyl-2,4-dioxo-1,2,3,4-tetrahydropyrimidin-3-yl)phenoxy]-2-pyridyloxylacetate]